[N+](=[N-])=C(C(=O)OCC)C(CCC1CCNCC1)=O ethyl 2-diazo-3-oxo-5-(piperidin-4-yl)pentanoate